C(C)N(C1=C(C=O)C=CC=C1)C 2-[ETHYL(METHYL)AMINO]BENZALDEHYDE